[[(E)-5-[(1S,4aS,8aS)-5,5,8a-trimethyl-2-methylene-decalin-1-yl]-3-methyl-pent-2-enoxy]-oxido-phosphoryl] phosphate P(=O)(OP(=O)([O-])OC\C=C(\CC[C@H]1C(CC[C@H]2C(CCC[C@]12C)(C)C)=C)/C)([O-])[O-]